diethylene glycol monoricinoleate C(CCCCCCC\C=C/C[C@H](O)CCCCCC)(=O)OCCOCCO